(S)-4-(4,4-difluoro-2-methylpyrrolidine-1-carbonyl)-N-(2-hydroxy-2-methylpropyl)-5-(6-((1-Methylcyclobutyl)amino)-4-(trifluoromethyl)pyridin-3-yl)thiazole-2-carboxamide FC1(C[C@@H](N(C1)C(=O)C=1N=C(SC1C=1C=NC(=CC1C(F)(F)F)NC1(CCC1)C)C(=O)NCC(C)(C)O)C)F